N-(4-{1-[(1-methyl-1H-indol-2-yl)carbonyl]piperidin-4-yl}butyl)thieno[2,3-c]pyridine-2-carboxamide CN1C(=CC2=CC=CC=C12)C(=O)N1CCC(CC1)CCCCNC(=O)C1=CC=2C(=CN=CC2)S1